Tert-butyl (S)-(1-(2-bromo-5-fluoro-3-nitrobenzamido)propan-2-yl)carbamate BrC1=C(C(=O)NC[C@H](C)NC(OC(C)(C)C)=O)C=C(C=C1[N+](=O)[O-])F